C1(CC1)C=1C=C(C(=O)N[C@@H](C)C2=NC=NN2C=2N=CC(=NC2)C(=O)O)C=C(C1)OC(F)(F)F 5-(5-{(1S)-1-[3-cyclopropyl-5-(trifluoromethoxy)benzamido]ethyl}-1H-1,2,4-triazol-1-yl)pyrazine-2-carboxylic acid